C1(CCCC1)N1CCC(CC1)C(=O)N cyclopentyl-piperidine-4-carboxamide